O=C1N(CC2=C(C=CC=C12)SCCCCCCCCNC1=NC=NC=C1)C1C(NC(CC1)=O)=O 3-(1-oxo-4-((8-(pyrimidin-4-ylamino)octyl)thio)isoindolin-2-yl)piperidine-2,6-dione